C(=C)S(=O)(=O)N1CC2C(C1)CN(C2)C(=O)OC(C)(C)C tert-Butyl 5-(vinylsulfonyl)hexahydropyrrolo[3,4-c]pyrrole-2(1H)-carboxylate